2-(benzo[d][1,3]dioxol-5-yl)-2-(4-((2-ethyl-5,7-dimethyl-3H-imidazo[4,5-b]pyridin-3-yl)methyl)-2-propylphenoxy)-N-((4-isopropylphenyl)sulfonyl)acetamide O1COC2=C1C=CC(=C2)C(C(=O)NS(=O)(=O)C2=CC=C(C=C2)C(C)C)OC2=C(C=C(C=C2)CN2C(=NC=1C2=NC(=CC1C)C)CC)CCC